ClC1=C2C(=NC=C1)NCC2(CC)C=2C=C(C=CC2)N2C(CN(CC2)CC2CN(C2)C2=C1C(N(C(C1=CC=C2)=O)C2C(NC(CC2)=O)=O)=O)=O (3-{[4-(3-{4-chloro-3-ethyl-1H-pyrrolo[2,3-b]pyridin-3-yl}phenyl)-3-oxopiperazin-1-yl]methyl}azetidin-1-yl)-2-(2,6-dioxopiperidin-3-yl)isoindole-1,3-dione